8-((2S,5S)-4-((4-cyanophenyl)(4-fluorophenyl)methyl)-2-ethyl-5-(methoxymethyl)piperazin-1-yl)-5-methyl-6-oxo-5,6-dihydro-1,5-naphthyridine-2-carbonitrile C(#N)C1=CC=C(C=C1)C(N1C[C@@H](N(C[C@H]1COC)C1=CC(N(C=2C=CC(=NC12)C#N)C)=O)CC)C1=CC=C(C=C1)F